FC(CC)(F)C1=CC(=C(C=C1OC)CCCC)OC 1-(4-(1,1-difluoropropyl)-2,5-dimethoxyphenyl)butan